triphenol chloride [Cl-].C1(=CC=CC=C1)O.C1(=CC=CC=C1)O.C1(=CC=CC=C1)O